C(C1=CC=CC=C1)SC1=NC(=NC(=C1C1=CC(=NC=C1)C)C1=CC=C(C=C1)F)NC(C)(C)C 4-(benzylthio)-N-(tert-butyl)-6-(4-fluorophenyl)-5-(2-methylpyridin-4-yl)pyrimidin-2-amine